4-(propan-2-yl)benzene-1,2-diamine CC(C)C=1C=C(C(=CC1)N)N